C(C)(=O)OCC(C(C)C)=O isobutanoylmethyl acetate